C(C(C)C)(=O)OC1=CC=CC=C1 phenyl isobutyrate